C(C1=CC=CC=C1)N1C[C@H]2CC[C@@H](C1)C2NC=2C=C(SC2Cl)S(=O)(=O)NCC2=CC=C(C=C2)OC 4-(((1R,5S,8s)-3-benzyl-3-azabicyclo[3.2.1]oct-8-yl)amino)-5-chloro-N-(4-methoxybenzyl)thiophene-2-sulfonamide